CC(CC(CC(=O)O)C(=O)O)=CC(CCC)C 4,6-dimethyl-4-nonene-1,2-dicarboxylic acid